cholest-5,7,24(25)-trienol C(C(C)=CCC[C@@H](C)[C@H]1CC[C@H]2C3=CC=C4CCCC[C@]4(C)[C@H]3CC[C@]12C)O